ClC1=CC(=C(C(=N1)C[C@@]1(C[C@H](N(CC1)C(=O)OC(C)(C)C)C)C(=O)OC(C)(C)C)F)C1=NC=CC=C1 di-tert-butyl (2R,4R)-4-((6'-chloro-3'-fluoro-[2,4'-bipyridin]-2'-yl)methyl)-2-methylpiperidine-1,4-dicarboxylate